(S)-2-(5-(2-(5-ethyl-2-(4-methoxyphenyl)oxazol-4-yl)ethoxy)-2,3-dihydro-1H-inden-1-yl)acetate C(C)C1=C(N=C(O1)C1=CC=C(C=C1)OC)CCOC=1C=C2CC[C@H](C2=CC1)CC(=O)[O-]